7-[3-methoxy-5-(prop-2-enamido)phenyl]-N-methylquinazoline-2-carboxamide COC=1C=C(C=C(C1)NC(C=C)=O)C1=CC=C2C=NC(=NC2=C1)C(=O)NC